hydroxyisobutylbenzophenone OC=1C(=C(C(=O)C2=CC=CC=C2)C=CC1)CC(C)C